5-bromo-2-((S)-tert-butoxy)pyridine BrC=1C=CC(=NC1)OC(C)(C)C